COC1=NC(=CC(=C1)C(=C)C1=CC(=C(C=C1)OC)OC(C)(C#C)C)OC 2,6-dimethoxy-4-(1-{4-methoxy-3-[(2-methylbut-3-yn-2-yl)oxy]phenyl}vinyl)pyridine